C(CC)NC(NC12CC3(CC(CC(C1)C3)C2)NC(=O)C2=NC(=NC=C2)C)=O 2-Methyl-pyrimidine-4-carboxylic acid [3-(3-propyl-ureido)-adamantan-1-yl]-amide